[N+](=O)([O-])OCCCCCC(=O)O[C@H](\C=C\[C@H]1C2OB(OC([C@@H]1C\C=C/CCCC(=O)NCC)C2)CCCC)CCC2=CC=CC=C2 (1S,2E)-3-{(6R,7R)-3-butyl-7-[(2Z)-7-(ethylamino)-7-oxohept-2-en-1-yl]-2,4-dioxa-3-borabicyclo[3.2.1]oct-6-yl}-1-(2-phenylethyl)-prop-2-en-1-yl 6-(nitrooxy)hexanoate